N,N-dibenzyl-4-hydroxybicyclo[2.1.1]hexane-1-carboxamide C(C1=CC=CC=C1)N(C(=O)C12CCC(C1)(C2)O)CC2=CC=CC=C2